The molecule is a polyene antibiotic that is TMC-1A in which the 2,4-dimethyloct-2-enoyl group has been replaced by an (E)-4,6-dimethyldec-2-enoyl group. TMC-1D is an antitumour antibiotic isolated from Streptomyces sp. A-230. It has a role as an antineoplastic agent and a bacterial metabolite. It is a cyclic ketone, an enol, a polyene antibiotic, a secondary alcohol, a tertiary alcohol, an enone, an enamide and a secondary carboxamide. CCCCC(C)CC(C)/C=C/C(=O)NC1=C[C@]([C@@H](CC1=O)O)(/C=C/C=C/C=C/C(=O)NC2=C(CCC2=O)O)O